fluoro-2-oxa-6-azabicyclo[5.1.0]octan FC12OCCCNC2C1